N=C1N[C@@](CS([C@]12C[C@@H]2C)(=O)=O)(C2=CC1=C(SC3=C1C=C(C=C3)C#CC)C=C2)C (1S,3S,6R)-8-Imino-1,6-dimethyl-6-(8-(prop-1-yn-1-yl)dibenzo[b,d]thiophen-2-yl)-4-thia-7-azaspiro[2.5]octane 4,4-dioxide